C1(CCC1)O[C@H]1CN(CCC1)C1CCN(CC1)C=1SC(=CN1)C(=O)NCC1=NC=C(C=C1F)F |r| rac-2-[3-(Cyclobutyloxy)[1,4'-bipiperidin]-1'-yl]-N-[(3,5-difluoropyridin-2-yl)methyl]-1,3-thiazole-5-carboxamide